BrC1=CC=C(C=C1)S(=O)(=O)NCC#C 4-bromo-N-(prop-2-yn-1-yl)benzenesulfonamide